(2s)-tert-butyl 2-((tert-butoxy carbonyl) amino)-4-((4,4,4-trifluoro-3-hydroxy-3-methylbutyl)thio)butanoate C(C)(C)(C)OC(=O)N[C@H](C(=O)OC(C)(C)C)CCSCCC(C(F)(F)F)(C)O